N1(CCC=CC1)C(=O)OC methyl (1,2,3,6-tetrahydropyridine-1-carboxylate)